COC1=C(C=CC(=C1)OCCCCCCCC)C(=O)C1=CC=CC=C1 (2-methoxy-4-(octyloxy)phenyl)(phenyl)methanone